ClC1=NC=C(C(=N1)N1CCOCC1)F 4-(2-chloro-5-fluoropyrimidin-4-yl)morpholine